tert-butyl (7S,8aS)-7-allyl-6-oxohexahydropyrrolo[1,2-a]pyrazine-2(1H)-carboxylate C(C=C)[C@H]1C[C@@H]2N(CCN(C2)C(=O)OC(C)(C)C)C1=O